methylium triphenyltetrakis(pentafluorophenyl)borate C1(=CC=CC=C1)C1(C(C(C(=C(C1F)F)F)([B-](C1=C(C(=C(C(=C1F)F)F)F)F)(C1=C(C(=C(C(=C1F)F)F)F)F)C1=C(C(=C(C(=C1F)F)F)F)F)C1=CC=CC=C1)(F)C1=CC=CC=C1)F.[CH3+]